3-[(5-benzylsulfanyl-2-pyridyl)oxy]piperidine-2,6-dione C(C1=CC=CC=C1)SC=1C=CC(=NC1)OC1C(NC(CC1)=O)=O